Pyridinephosphonate N1=C(C=CC=C1)P([O-])(=O)[O-]